(2S,4R)-tert-Butyl 2-((tert-butyldimethylsilyloxy)methyl)-4-((Z)-3,3,3-trifluoroprop-1-enyl)pyrrolidine-1-carboxylate [Si](C)(C)(C(C)(C)C)OC[C@H]1N(C[C@H](C1)\C=C/C(F)(F)F)C(=O)OC(C)(C)C